tert-butyl (3-((1-(2-(2,6-dioxopiperidin-3-yl)-1,3-dioxoisoindolin-4-yl)piperidin-4-yl)(methyl)amino)cyclopentyl)carbamate O=C1NC(CCC1N1C(C2=CC=CC(=C2C1=O)N1CCC(CC1)N(C1CC(CC1)NC(OC(C)(C)C)=O)C)=O)=O